CS(=O)(=O)N1CCC(CC1)C1=CC=C(C=C1)C1=CC=2C(=NC=CN2)C(=N1)NC[C@@H]1CNCCO1 (S)-7-(4-(1-(methylsulfonyl)-piperidin-4-yl)phenyl)-N-(morpholin-2-ylmethyl)pyrido[3,4-b]pyrazin-5-amine